FC=1C(=NC=CC1NC=1N=CC2=C(C=CC(=C2C1)C(C)C)N1[C@@H]([C@H](C1)CS(=O)(=O)C)C)C=1C(=NN(C1)C)F N-(3-fluoro-2-(3-fluoro-1-methyl-1H-pyrazol-4-yl)pyridin-4-yl)-5-isopropyl-8-((2R,3S)-2-methyl-3-((methylsulfonyl)methyl)azetidin-1-yl)isoquinolin-3-amine